4-amino-6-((3-methoxyphenyl)amino)-N-phenylpyridinamide hydrochloride Cl.NC1=CC(=NC(=C1)NC1=CC(=CC=C1)OC)C(=O)NC1=CC=CC=C1